C[N+]1(CCC(CC1)COC=1C(=CC2=C(N=C(S2)CNC(=O)C2(CC3=CC=CC=C3C2)CC(=O)[O-])C1)OC)C 2-[2-[[5-[(1,1-dimethylpiperidin-1-ium-4-yl)methoxy]-6-methoxy-1,3-benzothiazol-2-yl]methylcarbamoyl]indan-2-yl]acetate